2,4-dichloro-5,8-dihydropyrido[3,4-d]pyrimidine-7(6H)-carboxylic acid benzyl ester C(C1=CC=CC=C1)OC(=O)N1CC=2N=C(N=C(C2CC1)Cl)Cl